C[C@]1(CN(CC1)C1CCC=2C1=NNC(C2C(F)(F)F)=O)C(=O)N2CCN(CC2)C2=NC=C(C#N)C=C2 6-(4-((3S)-3-methyl-1-(3-oxo-4-(trifluoromethyl)-3,5,6,7-tetrahydro-2H-cyclopenta[c]pyridazin-7-yl)pyrrolidine-3-carbonyl)piperazin-1-yl)nicotinonitrile